2-((R)-3-methylmorpholin-4-yl)-8-[2-(tetrahydropyran-2-yl)-2H-pyrazol-3-yl]-[1,7]naphthyridine-4-carboxamide C[C@H]1N(CCOC1)C1=NC2=C(N=CC=C2C(=C1)C(=O)N)C=1N(N=CC1)C1OCCCC1